[O-]S(=O)(=O)C(F)(F)F.CN1C(=[N+](C=C1)CC)C 1,2-dimethyl-3-ethylimidazolium triflate